CN(CC(=O)NC1CCC(CC1)C=1C=C2C(=C(NC2=CC1)C=1C=C(C=2N(C1)N=CN2)OC)C(C)C)C 2-(dimethylamino)-N-(4-(3-isopropyl-2-(8-methoxy-[1,2,4]triazolo[1,5-a]pyridin-6-yl)-1H-indol-5-yl)cyclohexyl)acetamide